tert-butyl 6-((1-oxo-2-((1-(tetrahydro-2H-pyran-2-yl)-1H-pyrazol-3-yl) methyl)-1,2-dihydro-phthalazin-6-yl) sulfonyl)-2,3-dihydro-4H-benzo[b][1,4]oxazine-4-carboxylate O=C1N(N=CC2=CC(=CC=C12)S(=O)(=O)C1=CC2=C(OCCN2C(=O)OC(C)(C)C)C=C1)CC1=NN(C=C1)C1OCCCC1